FC(C1=CC=C(CN2N=CC(=C2)C=2C=C3C(=CNC3=CC2)NS(=O)(=O)C2CCC2)C=C1)(F)F N-(5-(1-(4-(trifluoromethyl)benzyl)-1H-pyrazol-4-yl)-1H-indol-3-yl)cyclobutanesulfonamide